2-{3-[(4-methanesulfonyl-2-methoxyphenyl)amino]prop-1-yn-1-yl}-N-[(1R,4R)-4-{3-oxa-9-azaspiro[5.5]undecan-9-yl}cyclohexyl]-1-(2,2,2-trifluoroethyl)-1H-indol-4-amine CS(=O)(=O)C1=CC(=C(C=C1)NCC#CC=1N(C=2C=CC=C(C2C1)NC1CCC(CC1)N1CCC2(CCOCC2)CC1)CC(F)(F)F)OC